C(C)[C@@H]1CN(CCC1)C(=O)[O-] (S)-3-ethylpiperidine-1-carboxylate